Cl[C@H](C(=O)N(C[C@@H]1C(NCC1)=O)NC(=O)[C@H](CC(C)(C)C)NC(=O)C1=NOC(=C1)C)F N-[(1S)-1-[[[(2R)-2-chloro-2-fluoro-acetyl]-[[(3R)-2-oxopyrrolidin-3-yl]methyl]amino]carbamoyl]-3,3-dimethyl-butyl]-5-methyl-isoxazole-3-carboxamide